lauryldimethylmethacrylamidopropylammonium tosylate S(=O)(=O)([O-])C1=CC=C(C)C=C1.C(CCCCCCCCCCC)[N+](CCCNC(C(=C)C)=O)(C)C